CC1=C(C=CC(=C1)C)C1=NN(C2=CC=C(C=C12)C(=O)NC=1C=CC(=C(C1)NC(C1=CC=C(C(=O)NC)C=C1)=O)OC)C N1-(5-(3-(2,4-Dimethylphenyl)-1-methyl-1H-indazole-5-carboxamido)-2-methoxyphenyl)-N4-methylterephthalamide